di(trimethylsilyl) fluorophosphite P(O[Si](C)(C)C)(O[Si](C)(C)C)F